[Cl-].C1(=CC=CC=C1)CCCC1=CN=NN1 5-phenylpropyltriazole chloride